C(C)[C@@H]1[C@@H]([C@H]1C=1C=NN(C1)C)C(=O)NC=1N=CC2=CC(=C(C=C2C1)N1CC[NH+](CC1)[C@]1(COCC1)C)C (1S,2S,3S)-2-ethyl-N-[7-methyl-6-[4-((R)-3-methyltetrahydrofuran-3-yl)piperazin-4-ium-1-yl]-3-isoquinolyl]-3-(1-methylpyrazol-4-yl)cyclopropanecarboxamide